1-(Benzo[d][1,3]dioxol-5-yl)-7-chloro-2-(3-(dimethylamino)propyl)-1,2-dihydrochromeno[2,3-c]pyrrole-3,9-dione O1COC2=C1C=CC(=C2)C2C1=C(C(N2CCCN(C)C)=O)OC=2C=CC(=CC2C1=O)Cl